(S)-8-(benzyloxy)-7-methoxy-1,10,11,11a-tetrahydro-3H,5H-spiro[benzo[e]pyrrolo[1,2-a][1,4]diazepine-2,1'-cyclopropane]-5-one C(C1=CC=CC=C1)OC=1C(=CC2=C(NC[C@H]3N(C2=O)CC2(CC2)C3)C1)OC